C1(CC1)CC=1C=C(CC2N(CC3(CC3)C2NS(=O)(=O)C)C(C(C)C)=O)C=CC1 N-(6-(3-(cyclopropylmethyl)benzyl)-5-isobutyryl-5-azaspiro[2.4]heptan-7-yl)methanesulfonamide